C(CCCC\C=C/C\C=C/C\C=C/CCCCC)(=O)O gamma-linolenic acid